benzo[c][1,2,3]triazolo[1,5-a]azepin-7-amine 2,2,2-trifluoroacetate FC(C(=O)O)(F)F.C1=NNN2C1=C1C(=C(C=C2)N)C=CC=C1